FC1=C(C(=CC=C1)F)C1CCC(CC1)C=1C(NC2=NC(=CC=C2C1)C)=O 3-((1r,4r)-4-(2,6-difluorophenyl)cyclohexyl)-7-methyl-1,8-naphthyridin-2(1H)-one